C(=O)(O)C(C)(C)C1=C(C=C(C=C1)C1=CC=CC=C1)CCCC(=O)O 4-(4-(2-Carboxypropan-2-yl)-[1,1'-biphenyl]-3-yl)butanoic acid